1,2-bis(3-chlorophenylthio)ethane ClC=1C=C(C=CC1)SCCSC1=CC(=CC=C1)Cl